N-[(R)-3-decyloxytetradecanoyl]-O-[6-O-benzyl-2,3-di-[(R)-3-decyloxytetradecanoylamino]-2,3-dideoxy-4-O-sulfoxy-β-D-allopyranosyl]-L-serine methyl ester COC([C@@H](NC(C[C@@H](CCCCCCCCCCC)OCCCCCCCCCC)=O)CO[C@H]1[C@@H]([C@@H]([C@H](OOS(=O)(=O)O)[C@H](O1)COCC1=CC=CC=C1)NC(C[C@@H](CCCCCCCCCCC)OCCCCCCCCCC)=O)NC(C[C@@H](CCCCCCCCCCC)OCCCCCCCCCC)=O)=O